4-(cyclobutoxy)-2-methylsulfanyl-5-(trifluoromethyl)pyrimidine C1(CCC1)OC1=NC(=NC=C1C(F)(F)F)SC